1-(3,5-dibromo-4-hydroxyphenyl)-1-decanone BrC=1C=C(C=C(C1O)Br)C(CCCCCCCCC)=O